FC=1C=C(C#N)C=C(C1)CO[C@H](COCCCCCCCCCCCCCCC)COC(C1=CC=CC=C1)(C1=CC=CC=C1)C1=CC=CC=C1 (R)-3-fluoro-5-(((1-(pentadecyloxy)-3-(triphenylmethoxy)prop-2-yl)oxy)Methyl)benzonitrile